FC=1C=2C=3C=CC(=C(OCCCCC(OC4=CC(=CC(NC(=NC1)C2)=N4)CS(=O)(=N)C)C)C3)F 3,21-difluoro-14-methyl-10-[(S-methylsulfonimidoyl)methyl]-13,19-dioxa-5,7,25-triazatetracyclo[18.3.1.12,6.18,12]hexacosa-1(24),2(26),3,5,8(25),9,11,20,22-nonaene